(2-chloro-6-tetrazol-1-yl-phenyl)-methanol ClC1=C(C(=CC=C1)N1N=NN=C1)CO